FC=1C(=NN(C1)[C@H](CC(=O)OC(C)(C)C)C=1C=NC(=NC1)C)CCCC1=NC=2NCCCC2C=C1 Tert-butyl (R)-3-(4-fluoro-3-(3-(5,6,7,8-tetrahydro-1,8-naphthyridin-2-yl)propyl)-1H-pyrazol-1-yl)-3-(2-methylpyrimidin-5-yl)propanoate